FC1=CC=C(C=C1)[C@H]1N(C[C@@H](N(C1)CC(C)C)C)C(=O)OC(C)(C)C |r| rac-(2R,5S)-tert-butyl 2-(4-fluorophenyl)-4-isobutyl-5-methylpiperazine-1-carboxylate